N[C@@H](CCCN)C(=O)O anti-Ornithine